FC=1C(=C(C=CC1)SC=1N=CC(=NC1)N1CCC2([C@@H](C=3N(N=CC3)C2)N)CC1)C (S)-1-(5-((3-fluoro-2-methylphenyl)thio)pyrazin-2-yl)-4'H,6'H-spiro[piperidine-4,5'-pyrrolo[1,2-b]pyrazol]-4'-amine